4-(2-bromo-6-nitro-phenyl)morpholine BrC1=C(C(=CC=C1)[N+](=O)[O-])N1CCOCC1